S(CCC(C(=O)[O-])CC1=CC(=C(C(=C1)C(C)(C)C)O)C(C)(C)C)CCC(C(=O)[O-])CC1=CC(=C(C(=C1)C(C)(C)C)O)C(C)(C)C thiodiethylene-bis[3-[3,5-di-tert-butyl-4-hydroxyphenyl]propionate]